(S)-6-(7-methyl-1,4-oxazepan-4-yl)quinoline-4-carboxylic acid C[C@H]1CCN(CCO1)C=1C=C2C(=CC=NC2=CC1)C(=O)O